C(C)(C)(C)OC(=O)N1CCN(CC1)CCCS(=O)(=O)O 3-[4-(tert-Butoxycarbonyl)piperazin-1-yl]Propane-1-sulfonic acid